Cl.CNC1COC1 Methyl-oxetan-3-ylamine hydrochloride